(S)-1-((S)-8-(4'-(aminomethyl)-6-methoxybiphenyl-3-ylsulfonyl)-1-oxa-8-azaspiro[4.5]decan-3-ylamino)-3-(3-(1,1-difluoro-2-hydroxyethyl)phenoxy)propan-2-ol NCC1=CC=C(C=C1)C1=CC(=CC=C1OC)S(=O)(=O)N1CCC2(C[C@@H](CO2)NC[C@@H](COC2=CC(=CC=C2)C(CO)(F)F)O)CC1